NC1=C(C=C(C(=C1Br)C(=O)C1=C(C=CC(=C1)F)Cl)Br)OC1(CC1)C(=O)OCC ethyl 1-({2-amino-3,5-dibromo-4-[(2-chloro-5-fluorophenyl)carbonyl]phenyl}oxy)cyclopropane-1-carboxylate